3-((R)-3-((S)-3-(3-(cyclopropylsulfonyl)phenoxy)-2-hydroxypropylamino)-1-oxa-8-azaspiro[4.5]decan-8-ylsulfonyl)-1-ethyl-7-methylquinolin-4(1H)-one C1(CC1)S(=O)(=O)C=1C=C(OC[C@H](CN[C@H]2COC3(C2)CCN(CC3)S(=O)(=O)C3=CN(C2=CC(=CC=C2C3=O)C)CC)O)C=CC1